COC1=C(OCCN)C=CC=C1 2-(2-Methoxyphenoxy)ethylamine